5-[(4-amino-2,6-dimethylphenyl)methyl]-3,3-dimethyl-1H-pyrrolo[3,2-b]pyridin-2-one NC1=CC(=C(C(=C1)C)CC1=CC=C2C(=N1)C(C(N2)=O)(C)C)C